1-[[4-[2-[(2,6-dimethylpyrimidin-4-yl)amino]pyrazolo[1,5-a]pyridin-5-yl]-6-(2,2,2-trifluoroethoxy)-3-pyridyl]oxy]-2-methyl-propan-2-ol CC1=NC(=CC(=N1)NC1=NN2C(C=C(C=C2)C2=C(C=NC(=C2)OCC(F)(F)F)OCC(C)(O)C)=C1)C